IC=1C=C(C=CC1C)N1C(=CC=C1C)C 1-(3-iodo-4-methylphenyl)-2,5-dimethyl-1H-pyrrole